C(C)(C)(C)OC(=O)NC1=NC=C(C=N1)C=1SC=C(N1)C(=O)OCC ethyl 2-(2-((tert-butoxycarbonyl)amino)pyrimidin-5-yl)thiazole-4-carboxylate